C(OC1=CC=C(C=C1)[N+](=O)[O-])(O[C@@H]1COCC1)=O (S)-4-nitrophenyl (tetrahydrofuran-3-yl) carbonate